N2-(4-cyclopropyl-3-(3-(pyrrolidin-1-yl)propoxy)phenyl)-N4,6-dimethylpyrimidine-2,4-diamine C1(CC1)C1=C(C=C(C=C1)NC1=NC(=CC(=N1)NC)C)OCCCN1CCCC1